1-(2-chloropyridin-3-yl)cyclopropanecarbonitrile ClC1=NC=CC=C1C1(CC1)C#N